5-(2-(1,2-Dimethyl-1H-benzo[d]imidazol-5-yl)-5-fluoropyridin-3-yl)-2-(3-fluoro-3-methylbutyl)oxazol CN1C(=NC2=C1C=CC(=C2)C2=NC=C(C=C2C2=CN=C(O2)CCC(C)(C)F)F)C